N,N-bis(trimethylsilyl)-aminobutyltriethoxysilane C[Si](N([Si](C)(C)C)CCCC[Si](OCC)(OCC)OCC)(C)C